(3R)-1-{2-[1-(Cyclopropylmethyl)-6-[4-(pyrrolidine-1-carbonyl)piperidin-1-yl]-1H-indol-2-yl]-3-methylpyrazolo[1,5-a]pyridine-6-carbonyl}piperidin-3-amine C1(CC1)CN1C(=CC2=CC=C(C=C12)N1CCC(CC1)C(=O)N1CCCC1)C1=NN2C(C=CC(=C2)C(=O)N2C[C@@H](CCC2)N)=C1C